The molecule is an N-silyl compound obtained from ammonia by replacement of two of the hydrogens with trimethylsilyl groups. Hexamethyldisilazane is a derivatisation agent used in gas chromatography mass spectrometry applications. It has a role as a chromatographic reagent. It derives from a hydride of an ammonia. C[Si](C)(C)N[Si](C)(C)C